CC1=CC=C(C=C1)S(=O)(=O)OCCC[C@H](C)NC(=O)OC(C)(C)C (S)-4-((tert-butoxycarbonyl)amino)pentyl 4-methylbenzenesulfonate